(2R,5S)-tert-butyl 4-(2-(1-cyclopropylpiperidin-4-ylamino)-7-bromo-6-chloro-8-fluoroquinazolin-4-yl)-2,5-dimethylpiperazine-1-carboxylate C1(CC1)N1CCC(CC1)NC1=NC2=C(C(=C(C=C2C(=N1)N1C[C@H](N(C[C@@H]1C)C(=O)OC(C)(C)C)C)Cl)Br)F